4-methoxy-2-picolinate COC1=CC(=NC=C1)C(=O)[O-]